BrC=1C=C(C=CC1)C(C1=NN=CN1C)=C1CC(C1)C 3-((3-bromophenyl)(3-methylcyclobutylidene)methyl)-4-methyl-4H-1,2,4-triazole